Cl.C(C1=CC=CC=C1)N1CCC(CC1)(N)C1=C(C=CC(=C1)F)F 1-benzyl-4-(2,5-difluorophenyl)piperidin-4-amine hydrochloride